2-(azetidin-3-yloxy)-5-(trifluoromethyl)pyridine N1CC(C1)OC1=NC=C(C=C1)C(F)(F)F